CN(C=1C=CC=C2C(NC(NC12)=O)=O)C 8-(dimethylamino)quinazoline-2,4-dione